ClC1=C(C(=CC=C1)F)C(C)O 1-(2-chloro-6-fluorophenyl)ethan-1-ol